2'-(ethylenedithio)diacetic acid C(CSCC(=O)O)SCC(=O)O